ClC1=C(C=CC=C1)C1N(CCCNC1)C1=NC(=NC(=C1)C)N 4-[2-(2-chlorophenyl)-1,4-diazepan-1-yl]-6-methyl-pyrimidin-2-amine